1,3-bis(3-cyanophenyl)urea C(#N)C=1C=C(C=CC1)NC(=O)NC1=CC(=CC=C1)C#N